O=C1NC(CCC1N1C(C2=CC=CC(=C2C1)C=CC(C)(C)NC(OC(C)(C)C)=O)=O)=O tert-butyl (4-(2-(2,6-dioxopiperidin-3-yl)-1-oxoisoindolin-4-yl)-2-methylbut-3-en-2-yl)carbamate